BrC(C(=O)OCCCCCCCCCCCCCCCCCCC)C nonadecyl 2-bromopropionate